Tri-tert-butyl 2,2',2''-(10-(1-(3-bromo-2-methoxy-5-((2-(trimethylsilyl)ethoxy)carbonyl)phenyl)-2-(tert-butoxy)-2-oxoethyl)-1,4,7,10-tetraazacyclododecane-1,4,7-triyl)triacetate BrC=1C(=C(C=C(C1)C(=O)OCC[Si](C)(C)C)C(C(=O)OC(C)(C)C)N1CCN(CCN(CCN(CC1)CC(=O)OC(C)(C)C)CC(=O)OC(C)(C)C)CC(=O)OC(C)(C)C)OC